8-bromo-6-chloroimidazo[1,2-b]pyridazine-3-carboxamide BrC=1C=2N(N=C(C1)Cl)C(=CN2)C(=O)N